3-(5-methyl-1,3-thiazol-2-yl)-5-[(3S)-tetrahydro-furan-3-ylmethoxy]-N-{(1R)-1-[2-(trifluoromethyl)pyrimidin-5-yl]ethyl}benzamide CC1=CN=C(S1)C=1C=C(C(=O)N[C@H](C)C=2C=NC(=NC2)C(F)(F)F)C=C(C1)OC[C@@H]1COCC1